[Na+].[Na+].N[C@@H](CC1=CC=C(C=C1)O)C(=O)[O-].N[C@@H](CC1=CC=C(C=C1)O)C(=O)[O-] L-Tyrosine, Disodium Salt